2H-pyrane-4-sulfonamide O1CC=C(C=C1)S(=O)(=O)N